(2-(10H-phenoxazin-10-yl)ethyl)phosphonic acid C1=CC=CC=2OC3=CC=CC=C3N(C12)CCP(O)(O)=O